N-(cyclohexyl)-gamma-aminopropyltriethoxysilane C1(CCCCC1)NCCC[Si](OCC)(OCC)OCC